ClC1=C(C=CC(=C1)OC1=NC=NC2=CC(=C(C=C12)OC)OCCCN1CCCC1)NC(=O)NC=1C=NN(C1)C 1-(2-chloro-4-((6-methoxy-7-(3-(pyrrolidin-1-yl)propoxy)quinazolin-4-yl)oxy)phenyl)-3-(1-methyl-1H-pyrazol-4-yl)urea